C(C)(C)(C)OC(=O)NN(C1=NC2=CC(=CC=C2C=C1)/C=C/C1(CCN(CC1)C(C(C)C)=O)C(=O)O)C 4-[(E)-2-[2-[(tert-butoxycarbonylamino)-methyl-amino]-7-quinolyl]vinyl]-1-(2-methylpropanoyl)piperidine-4-carboxylic acid